5-(p-tolyl)-1H-imidazole-2-formic acid C1(=CC=C(C=C1)C1=CN=C(N1)C(=O)O)C